C(C=C)(=O)N1C[C@H]([C@@H](C1)OCC1=CC=C(C=C1)C(F)(F)F)N1N=NC(=C1)C1=CC(N(C=C1)C)=O 4-(1-(trans-1-acryloyl-4-(4-(trifluoromethyl)benzyloxy)pyrrolidin-3-yl)-1H-1,2,3-triazol-4-yl)-1-methylpyridin-2(1H)-one